(2-(dimethylamino)ethyl)acrylamide CN(CCC(C(=O)N)=C)C